ClC1=CC=C(OC2=C(C=C(C=O)C=C2)F)C=C1 4-(4-chlorophenoxy)-3-fluorobenzaldehyde